N-(4-(2-((6,6-dimethyl-2,4-dioxo-3-azabicyclo[3.1.0]hexan-3-yl)methyl)thieno[3,2-b]pyridin-7-yl)-2-methyl-6-(trifluoromethyl)pyridin-3-yl)piperidine-4-carboxamide hydrochloride Cl.CC1(C2C(N(C(C12)=O)CC1=CC2=NC=CC(=C2S1)C1=C(C(=NC(=C1)C(F)(F)F)C)NC(=O)C1CCNCC1)=O)C